4-[(2R)-3-(3,4-dihydro-1H-isoquinolin-2-yl)-2-hydroxypropyl]-8-[4-[methyl(oxetan-3-yl)amino]cyclohexoxy]-2,3-dihydro-1,4-benzoxazepine-5-one C1N(CCC2=CC=CC=C12)C[C@H](CN1CCOC2=C(C1=O)C=CC(=C2)OC2CCC(CC2)N(C2COC2)C)O